3-(5-((3,4-dimethoxybenzyl)-amino)-2-methyl-4-oxoquinazolin-3(4H)-yl)piperidine-2,6-dione COC=1C=C(CNC2=C3C(N(C(=NC3=CC=C2)C)C2C(NC(CC2)=O)=O)=O)C=CC1OC